C(C1=CC=CC=C1)C1(CN(CC1)S(=O)(=O)C1CCOCC1)C=1C=C2C=NN(C2=CC1C)C1=CC=C(C=C1)F 5-(3-benzyl-1-((tetrahydro-2H-pyran-4-yl)sulfonyl)pyrrolidin-3-yl)-1-(4-fluorophenyl)-6-methyl-1H-indazole